ClC1=CC(=C(COC=2C=C(C=CC2)C=2CCN(CC2)CC=2N(C3=C(N2)SC(=C3)C(=O)OCC)CC3=CN=CN3CC)C=C1)F Ethyl 2-((4-(3-((4-chloro-2-fluorobenzyl) oxy) phenyl)-3,6-dihydropyridin-1(2H)-yl) methyl)-1-((1-ethyl-1H-imidazol-5-yl) methyl)-1H-thieno[2,3-d]imidazole-5-carboxylate